3-(5-((2-(4-(2-(4-(4-amino-3-(4-phenoxyphenyl)-1H-pyrazolo[3,4-d]pyrimidin-1-yl)piperidin-1-yl)ethyl)piperazin-1-yl)ethyl)thio)-1-oxoisoindolin-2-yl)piperidine-2,6-dione NC1=C2C(=NC=N1)N(N=C2C2=CC=C(C=C2)OC2=CC=CC=C2)C2CCN(CC2)CCN2CCN(CC2)CCSC=2C=C1CN(C(C1=CC2)=O)C2C(NC(CC2)=O)=O